1-Bromo-3-(3-bromo-2-fluorophenyl)butan-2-one BrCC(C(C)C1=C(C(=CC=C1)Br)F)=O